METHYL (2R)-2-AMINO-3-(3-FORMYLPHENYL)PROPANOATE N[C@@H](C(=O)OC)CC1=CC(=CC=C1)C=O